N1N=C1 diazirene